N-[2-[[(2R)-2-amino-4-guanidinobutanoyl]amino]ethyl]-4-[[3-[2,3-difluoro-4-[(5-fluoro-2-pyridyl)oxy]phenyl]imidazo[1,2-a]pyrazin-8-yl]amino]-2-ethyl-benzamide N[C@@H](C(=O)NCCNC(C1=C(C=C(C=C1)NC=1C=2N(C=CN1)C(=CN2)C2=C(C(=C(C=C2)OC2=NC=C(C=C2)F)F)F)CC)=O)CCNC(=N)N